ClC1=C(C(=C(C=C1)NC(=O)NC1=CC(=C(C=C1)F)F)F)C(=O)C=1C=C2N=C(C=NC2=CC1)N1CCOCC1 1-(4-chloro-2-fluoro-3-(3-morpholinoquinoxaline-6-carbonyl)phenyl)-3-(3,4-difluorophenyl)urea